NC=1N=NC(=CC1C1=CC=C(C=C1)C1=NOC(=C1)C(C(=O)OCC)C(C)C)C1=C(C=CC=C1)O ethyl 2-(3-(4-(3-amino-6-(2-hydroxyphenyl) pyridazin-4-yl) phenyl) isoxazol-5-yl)-3-methylbutanoate